N1(CCC2(CC1)CC1=C(N=CS1)C2)C(=O)[O-] 4,6-dihydrospiro[cyclopenta[d]thiazole-5,4'-piperidine]-1'-carboxylate